Cl.FC1=C(C=CC=C1F)[C@]1(C([C@@](CCC1)(C)O)=O)NC (2R,6S)-2-(2,3-difluorophenyl)-6-hydroxy-6-methyl-2-methylaminocyclohexan-1-one hydrochloride